FC(C=1C=C(C=CC1)C=1C=C(C(=NC1)C1=C(C2=NC=C(C=C2N1)C(F)(F)F)F)S(=O)(=O)CC)(F)F 2-(5-(3-trifluoromethylphenyl)-3-ethylsulfonylpyridin-2-yl)-3-fluoro-6-trifluoromethyl-1H-pyrrolo[3,2-b]pyridine